CC1=C(C=CC(=C1)C)S(=O)(=O)C=1N=NN2C1NC(C1=CC=C(C=C21)N2CCN(CC2)CCO)=O 3-(2,4-dimethylbenzenesulfonyl)-8-[4-(2-hydroxyethyl)piperazin-1-yl]-4H,5H-[1,2,3]triazolo[1,5-a]quinazolin-5-one